[Si](C)(C)(C(C)(C)C)OC[C@@H]1[C@H]([C@@H]([C@@H](O1)N1C(NC(C=C1)=O)=O)F)OC(C1=CC=CC=C1)(C1=CC=CC=C1)C1=CC=C(C=C1)OC 1-[(2R,3S,4R,5R)-5-{[(tert-butyldimethylsilyl)oxy]methyl}-3-fluoro-4-[(4-methoxyphenyl)diphenylmethoxy]oxolan-2-yl]-3H-pyrimidine-2,4-dione